3-(4-(5-Butyl-1-(4'-methoxy-[1,1'-biphenyl]-4-yl)-1H-1,2,4-triazol-3-yl)phenoxy)-N,N-diethylpropane-1-amine C(CCC)C1=NC(=NN1C1=CC=C(C=C1)C1=CC=C(C=C1)OC)C1=CC=C(OCCCN(CC)CC)C=C1